CS(=O)(=O)OC(C(=O)OC)CC1=CC=CC=C1 methyl 2-(methylsulfonyloxy)-3-phenylpropionate